2-(7-(2-methyl-4-(6-(trifluoromethyl)quinazolin-2-yl)phenyl)-8-oxo-5,6,7,8-tetrahydro-1H-pyrazolo[3,4-f][1,4]oxazepin-1-yl)acetic acid CC1=C(C=CC(=C1)C1=NC2=CC=C(C=C2C=N1)C(F)(F)F)N1CCOC2=C(C1=O)N(N=C2)CC(=O)O